3-[3-chloro-2-(difluoromethoxy)anilino]-2-{3-[(oxetan-3-yl)methoxy]pyridin-4-yl}-1,5,6,7-tetrahydro-4H-pyrrolo[3,2-c]pyridin-4-one ClC=1C(=C(NC2=C(NC3=C2C(NCC3)=O)C3=C(C=NC=C3)OCC3COC3)C=CC1)OC(F)F